Cl.COC=1C=C2C(=CC=NC2=CC1OC)OC1=CC=C(C=C1)NC(=O)C1(CC1)C(=O)NC1=CC=C(C=C1)F N-(4-(6,7-dimethoxyquinolin-4-yloxy)phenyl)-N'-(4-fluorophenyl)cyclopropane-1,1-dicarboxamide hydrochloride salt